2'-chloro-5'-methoxy-6-methyl-N-(5-(4-methyl-2-(trifluoromethyl)pyrimidine-5-carbonyl)-5,6-dihydro-4H-pyrrolo[3,4-d]thiazol-2-yl)-[4,4'-bipyridine]-3-carboxamide ClC1=NC=C(C(=C1)C1=C(C=NC(=C1)C)C(=O)NC=1SC2=C(N1)CN(C2)C(=O)C=2C(=NC(=NC2)C(F)(F)F)C)OC